C1(CCCC1)C1=C(C(=O)O)C=C(C(=C1)C1=NC=NC2=CC(=C(C=C12)F)OCC)F 2-cyclopentyl-4-(7-ethoxy-6-fluoroquinazolin-4-yl)-5-fluorobenzoic acid